(tert-butyl) 2-methyl 2-(2-(chloromethyl) allyl)-4-methylenepyrrolidine-1,2-dicarboxylate ClCC(CC1(N(CC(C1)=C)C(=O)OC(C)(C)C)C(=O)OC)=C